2-chloro-N1-(3-methoxyphenyl)-N1,5-dimethylbenzene-1,3-diamine ClC1=C(C=C(C=C1N)C)N(C)C1=CC(=CC=C1)OC